CN(CC(=O)NC=1C=C2C(N(CC2=CC1)C1C(NC(CC1)=O)=O)=O)C 2-(dimethylamino)-N-[2-(2,6-dioxo-3-piperidyl)-3-oxo-isoindolin-5-yl]acetamide